CC1=NN2C(N(CCC2)C(CCC(=O)NC2=CC=C(C=C2)C2=CC=C(C=C2)C(F)(F)F)=O)=C1 4-(2-methyl-6,7-dihydropyrazolo[1,5-a]pyrimidin-4(5H)-yl)-4-oxo-N-(4'-(trifluoromethyl)-[1,1'-biphenyl]-4-yl)butanamide